O=C1C=2N(C[C@H]3O[C@@H]4CC[C@H](N31)C4)C=C(C(C2[O-])=O)C(NCC2=C(C=C(C=C2F)F)F)=O.[Na+] Sodium (2R,5S,13aR)-7,9-dioxo-10-((2,4,6-trifluorobenzyl) carbamoyl)-2,3,4,5,7,9,13,13a-octahydro-2,5-Methanopyrido[1',2':4,5]pyrazino[2,1-b][1,3]oxazepin-8-olate